(2e,2'e,2''e)-2,2',2''-(cyclopropane-1,2,3-triyl)tris(2-(perfluorophenyl)-acetonitrile) C1(C(C1C(C#N)C1=C(C(=C(C(=C1F)F)F)F)F)C(C#N)C1=C(C(=C(C(=C1F)F)F)F)F)C(C#N)C1=C(C(=C(C(=C1F)F)F)F)F